NC1=CC(=C(C=C1)C1=CN=C(S1)N1CCC2(CN(C2)C(=O)OC(C)(C)C)CC1)S(NC(C)(C)C)(=O)=O Tert-butyl 7-(5-(4-amino-2-(N-(tert-butyl)sulfamoyl)phenyl)thiazol-2-yl)-2,7-diazaspiro[3.5]nonane-2-carboxylate